O=C1N(C=CC(=N1)NO)C1[C@@H]([C@@H](CO1)OC(C)=O)OC(C)=O (3R,4R)-5-(2-oxo-4-(hydroxyamino)pyrimidin-1(2H)yl)-3,4-diacetoxy-tetrahydrofuran